2-(((2S)-4-(3-(4-Chloro-2-fluorophenyl)-2,3-dihydrobenzo[b][1,4]dioxin-5-yl)-2-methylpiperazin-1-yl)methyl)-1-(((S)-oxetan-2-yl)methyl)-1H-benzo[d]imidazole-6-carboxylic acid ClC1=CC(=C(C=C1)C1OC2=C(OC1)C=CC=C2N2C[C@@H](N(CC2)CC2=NC1=C(N2C[C@H]2OCC2)C=C(C=C1)C(=O)O)C)F